CN(CCN)CCNCCN(CCN)C 4,10-dimethyltetraethylenepentamine